N',2-dimethylbenzimidazole CN1C(=NC2=C1C=CC=C2)C